(methyldisulfanyl)methyl-furan CSSCC=1OC=CC1